dineopentyl-2,3-dicyclohexyl-2-methylsuccinate C(C(C)(C)C)OC(C(C(C(=O)OCC(C)(C)C)C1CCCCC1)(C)C1CCCCC1)=O